NCCCNCCNCCCN N,N'-Bis(3-aminopropyl)-ethylendiamin